(4S)-1-(tert-butoxycarbonyl)-4-(3,5-difluorophenyl)pyrrolidine-2-carboxylic acid C(C)(C)(C)OC(=O)N1C(C[C@H](C1)C1=CC(=CC(=C1)F)F)C(=O)O